4-(3-chloro-1H-pyrazol-1-yl)-2-{2,6-dimethyl-4-[(trifluoromethyl)sulfonyl]phenyl}-6-ethyl-5-(isobutyryloxy)pyridazin-3(2H)-one ClC1=NN(C=C1)C=1C(N(N=C(C1OC(C(C)C)=O)CC)C1=C(C=C(C=C1C)S(=O)(=O)C(F)(F)F)C)=O